C1(=CC=CC=C1)P(CCN1CN(C=C1)C1=C(C=C(C=C1C)C)C)C1=CC=CC=C1 1-(2-diphenylphosphinoethyl)-3-(2,4,6-trimethylphenyl)imidazol